bis(dimethylvinylmethylsilyl)benzene CC(=CC[SiH2]C1=C(C=CC=C1)[SiH2]CC=C(C)C)C